(R)-3-((4-(2-hydroxy-4-methylphenyl)phthalazin-1-yl)oxy)piperidine-1-carboxylic acid tert-butyl ester C(C)(C)(C)OC(=O)N1C[C@@H](CCC1)OC1=NN=C(C2=CC=CC=C12)C1=C(C=C(C=C1)C)O